C(C1=CC=CC=C1)OC[C@@H]1COC=C(N1C(=O)OC(C)(C)C)C1=CC(=NC(=C1)Cl)Cl tert-butyl (R)-3-((benzyloxy)methyl)-5-(2,6-dichloropyridin-4-yl)-2,3-dihydro-4H-1,4-oxazine-4-carboxylate